C1(CC1)C=1N=CN(C1)C1=C(C=C2C(N(C(C2=C1)=O)C1=NC(=CC=C1)C1=NN=CN1C(C)C)C)C 6-(4-cyclopropyl-1H-imidazol-1-yl)-2-(6-(4-isopropyl-4H-1,2,4-triazol-3-yl)pyridin-2-yl)-3,5-dimethylisoindolin-1-one